N[C@@H]1C2=CC=CC=C2CC12CCN(CC2)C=2C(=NC(=CN2)SC2=C(C=1N(C=C2)C=C(N1)C1CCNCC1)Cl)CO (S)-(3-(1-amino-1,3-dihydrospiro[indene-2,4'-piperidin]-1'-yl)-6-((8-chloro-2-(piperidin-4-yl)imidazo[1,2-a]pyridin-7-yl)thio)pyrazin-2-yl)methanol